6-chloro-4-{3,8-diazabicyclo[3.2.1]octan-3-yl}-8-fluoro-2-{[(2S)-1-methylpyrrolidin-2-yl]methoxy}-7-[2-(trifluoromethyl)phenyl]quinazoline ClC=1C=C2C(=NC(=NC2=C(C1C1=C(C=CC=C1)C(F)(F)F)F)OC[C@H]1N(CCC1)C)N1CC2CCC(C1)N2